6-[3-[1-[[8-bromo-6-(trifluoromethyl)quinazolin-4-yl]-methyl-amino]ethyl]pyrazin-2-yl]pyridine-3-carbonitrile BrC=1C=C(C=C2C(=NC=NC12)N(C(C)C=1C(=NC=CN1)C1=CC=C(C=N1)C#N)C)C(F)(F)F